(R)-(+)-3-Cyclohexanecarboxylic acid C1CC(CCC1)C(=O)O